(methyl) carbamate diformate C(=O)O.C(=O)O.C(N)(OC)=O